CC1=C(C=C(C(=O)OCCC)C#N)C=CC=C1 n-propyl 2-methyl-α-cyanocinnamate